ClC=1C(=NC(=NC1)N1C[C@H](CCC1)CF)NC1=CC=2C3=C(C(N(C2C=C1)C)=O)OCC([C@@H](N3)C3CC3)(F)F (S)-10-((5-Chloro-2-((S)-3-(fluoromethyl)piperidin-1-yl)pyrimidin-4-yl)amino)-2-cyclopropyl-3,3-difluoro-7-methyl-1,2,3,4-tetrahydro-[1,4]oxazepino[2,3-c]chinolin-6(7H)-on